ClC=1C=C2C(=CC1)NC(C21CCN(CC1)CCOC=1C=NC=2N(C(CCC2C1)=O)C1CC(C1)O)=O 5-chloro-1'-(2-{[8-(3-hydroxycyclobutyl)-7-oxo-5,6,7,8-tetrahydro-1,8-naphthyridin-3-yl]oxy}ethyl)-1,2-dihydrospiro[indole-3,4'-piperidin]-2-one